[Al].C(C)[Al](CC)CC triethylaluminum Aluminum